7-((2R,3R,4S,5R)-5-((R)-(4-chlorophenyl)(hydroxy)methyl)-3,4-dihydroxytetrahydrofuran-2-yl)-5-methyl-1,7-dihydro-4H-pyrrolo[2,3-d]pyrimidin-4-one oxime ClC1=CC=C(C=C1)[C@H]([C@@H]1[C@H]([C@H]([C@@H](O1)N1C=C(C2=C1NC=NC2=NO)C)O)O)O